3-(1-(5-chloro-4-fluoro-8-methyl-2-(methylthio)-8,9-dihydro-10H-7-oxa-1,3,6,10-tetraazacyclohepta[de]naphthalen-10-yl)ethyl)-N,N-bis(4-methoxybenzyl)pyridin-2-amine ClC1=C(C=2N=C(N=C3C2C(=N1)OC(CN3C(C)C=3C(=NC=CC3)N(CC3=CC=C(C=C3)OC)CC3=CC=C(C=C3)OC)C)SC)F